ClCCOC1=C(C=CC=C1)S(=O)(=O)NC(=O)NC1=NC(=NC(=N1)OC)C 2-(2-chloroethoxy)-N-[[(4-methoxy-6-methyl-1,3,5-triazin-2-yl)amino]carbonyl]benzenesulfonamide